OC=1C=C2CC[C@@H]([C@@H](C2=CC1)C1=CC=C(C=C1)N1CCC(CC1)C=O)C1=CC=C(C=C1)O 1-[4-[(1R,2S)-6-hydroxy-2-(4-hydroxyphenyl)tetralin-1-yl]phenyl]piperidine-4-carbaldehyde